OC1(CCN(CC1)[C@@H]1[C@@H](CCC1)OC=1C=C2CN(C(C2=CC1)=O)C1C(NC(CC1)=O)=O)C(F)(F)F 3-(5-(((1R,2S)-2-(4-hydroxy-4-(trifluoromethyl)piperidin-1-yl)cyclopentyl)oxy)-1-oxoisoindolin-2-yl)piperidine-2,6-dione